3-(5-(3-aminocyclopentyloxy)-6-methylpyrazin-2-yl)-1H-indole-7-carbonitrile NC1CC(CC1)OC=1N=CC(=NC1C)C1=CNC2=C(C=CC=C12)C#N